Cl.ClC=1C=C(CNC(CCC(C)C)=O)C=CC1Cl N-(3,4-dichlorobenzyl)-4-methylpentanamide HCl